COC1=NC(=CC2=C1C(N(N=C2)C)=O)CC2=CC=C(C=C2)NC(OC(C)(C)C)=O tert-butyl (4-((5-methoxy-3-methyl-4-oxo-3,4-dihydropyrido[3,4-d]pyridazin-7-yl)methyl)phenyl)carbamate